COC=1N=CN(C1)C1=CCC2C3CC=C4C[C@H](CC[C@@]4(C3CC[C@]12C)C)NC(C1=CC=NC=C1)=O N-((3S,10R,13S)-17-(4-methoxy-1H-imidazol-1-yl)-10,13-dimethyl-2,3,4,7,8,9,10,11,12,13,14,15-dodecahydro-1H-cyclopenta[a]phenanthren-3-yl)isonicotinamide